C(C)(=O)N1C[C@H]2[C@H](C1)CN(C2)C2=CC=C(C(=N2)OC)C=2C=C1C(=CNC1=CC2Cl)C(=O)O 5-(6-((3aS,6aS)-5-acetylhexahydropyrrolo[3,4-c]pyrrol-2(1H)-yl)-2-methoxypyridin-3-yl)-6-chloro-1H-indole-3-carboxylic acid